N1=C2C(=CC=C1)C=1C(=NC=CC1)N2 9H-pyrrolo[2,3-b:5,4-b']dipyridin